C(C)(C)(C)C1=CC2=C(NC(=N2)C2=C(C=C(C=C2)F)C=2C(=CC(=CC2)C(N[C@H](CCC)C2=CC=CC=C2)=O)C(=O)O)C=C1 2'-(5-tert-butyl-1H-1,3-benzodiazol-2-yl)-5'-fluoro-4-{[(1R)-1-phenylbutyl]carbamoyl}-[1,1'-biphenyl]-2-carboxylic acid